[6-(5-cyclopropyl-4H-1,2,4-triazol-3-yl)-2-azaspiro[3.3]heptan-2-yl]-[6-[5-(trifluoromethyl)-2-pyridyl]-2,6-diazaspiro[3.3]heptan-2-yl]methanone C1(CC1)C=1NC(=NN1)C1CC2(CN(C2)C(=O)N2CC3(C2)CN(C3)C3=NC=C(C=C3)C(F)(F)F)C1